NC([C@@](CO)(C)NC(=O)C1=C(OC2=C1C=C(C=C2)C=2C=NC(=CC2)C2CC2)C)=O (S)-N-(1-amino-3-hydroxy-2-methyl-1-oxopropan-2-yl)-5-(6-cyclopropylpyridin-3-yl)-2-methylbenzofuran-3-carboxamide